CS.[Na] sodium methyl mercaptan